[Si](C)(C)(C(C)(C)C)OCCN1N=C(C=C1CO)C [2-[2-[tert-butyl(dimethyl)silyl]oxyethyl]-5-methyl-pyrazol-3-yl]methanol